Melamin phosphat P(=O)(O)(O)O.N1=C(N)N=C(N)N=C1N